ClC=1C=C(C=CC1)C=1C=C2C=NN(C2=CC1)C=1C=CC(=C(C1)O)F 5-(5-(3-Chlorophenyl)-1H-indazol-1-yl)-2-fluorophenol